6-(4-(4-(2-(2-Aminopyridin-3-yl)-5-(2-fluorophenyl)-3H-imidazo[4,5-b]pyridin-3-yl)benzyl)piperazin-1-yl)pyrimidine-4-carbonitrile NC1=NC=CC=C1C1=NC=2C(=NC(=CC2)C2=C(C=CC=C2)F)N1C1=CC=C(CN2CCN(CC2)C2=CC(=NC=N2)C#N)C=C1